2-((3-bromo-1-methyl-1H-pyrazol-4-yl)methyl)-N-cyclopropyl-N-methylimidazo[1,2-a]pyridine-6-carboxamide BrC1=NN(C=C1CC=1N=C2N(C=C(C=C2)C(=O)N(C)C2CC2)C1)C